COC1=CC=C(C=C1)C(=COCCOCCOCCC)C1=CC=CC=C1 1-methoxy-4-(1-phenyl-2-(2-(2-propoxyethoxy)ethoxy)vinyl)benzene